diisobutylmethylene(cyclopentadienyl)titanium dichloride [Cl-].[Cl-].C(C(C)C)C(CC(C)C)=[Ti+2]C1C=CC=C1